5-(7-cyclopropyl-5-ethyl-5H-pyrrolo[3,2-c]pyridazin-3-yl)pyrimidine-2,4(1H,3H)-dione C1(CC1)C1=CN(C2=C1N=NC(=C2)C=2C(NC(NC2)=O)=O)CC